methoxy-2'-oxospiro[cyclopropane-1,3'-indoline]-1'-carboxylic acid tert-butyl ester C(C)(C)(C)OC(=O)N1C(C2(C3=C(C=CC=C13)OC)CC2)=O